NCCOCCOCCOCCOCCOCCOCCOCCOCCC(=O)OC(C)(C)C tert-butyl 1-amino-3,6,9,12,15,18,21,24-octaoxaheptacosan-27-ate